C(C)(C)(C)N(C(=O)C=1C2=C(N(N1)C1=CC(=CC(=C1)Cl)Cl)C=1C=C(C(=CC1OC2)OC)C=2C(=NN(C2C)CC(=O)OC)C)C methyl 2-(4-(3-(tert-butyl(methyl)carbamoyl)-1-(3,5-dichlorophenyl)-7-methoxy-1,4-dihydrochromeno[4,3-c]pyrazol-8-yl)-3,5-dimethyl-1H-pyrazol-1-yl)acetate